ethyldioxolane C(C)C1OCCO1